C(C)N1C(=C(C2=CC=CC=C12)C1OC(=O)C2=CC=CN=C12)C 3-(1-ethyl-2-methylindole-3-yl)-4-azaphthalide